ClC(F)(F)F chlorofluoroform